tert-butyl (3S,4R)-3-[[3-[5-acetyl-6-(3-cyano-5-methyl-pyrazol-1-yl)-2-pyridyl]-6-fluoro-benzimidazol-5-yl]amino]-4-fluoro-pyrrolidine-1-carboxylate C(C)(=O)C=1C=CC(=NC1N1N=C(C=C1C)C#N)N1C=NC2=C1C=C(C(=C2)F)N[C@H]2CN(C[C@H]2F)C(=O)OC(C)(C)C